FC1([C@H](C1)C1=CC(=NN1)NC([C@H](C)C=1C=NN(C1)C1=CC(=CC(=C1)F)F)=O)F (R)-N-(5-((R)-2,2-difluorocyclopropyl)-1H-pyrazol-3-yl)-2-(1-(3,5-difluorophenyl)-1H-pyrazol-4-yl)propanamide